2,3-dimethoxy-5-(4,4,5,5-tetramethyl-[1,3,2]dioxaborolane-2-yl)-pyridine COC1=NC=C(C=C1OC)B1OC(C(O1)(C)C)(C)C